tert-butyl 3-(7-(8-bromonaphthalen-1-yl)-2-chloro-5,6,7,8-tetrahydroquinazolin-4-yl)-3,8-diazabicyclo[3.2.1]octane-8-carboxylate BrC=1C=CC=C2C=CC=C(C12)C1CCC=2C(=NC(=NC2C1)Cl)N1CC2CCC(C1)N2C(=O)OC(C)(C)C